tert-butyl (1-(2-(4-chlorophenoxy)ethyl)-3-methylpiperidin-4-yl)carbamate ClC1=CC=C(OCCN2CC(C(CC2)NC(OC(C)(C)C)=O)C)C=C1